[Rh]Cl.C1=CCCC=CCC1.C1=CCCC=CCC1 bis(1,5-cyclooctadiene) rhodium (I) chloride